(R)-ethyl 2-(2-(6-(1-aminoisoquinolin-5-yl)-2,3-dihydro-1H-inden-1-yloxy)-6-methylphenyl)acetate NC1=NC=CC2=C(C=CC=C12)C1=CC=C2CC[C@H](C2=C1)OC1=C(C(=CC=C1)C)CC(=O)OCC